tert-butyl (R)-6-hydroxy-6-methyl-4,4-oxazepane-4-carboxylate O[C@]1(CN(CCCC1)C(=O)OC(C)(C)C)C